[Al+3].C(C1=CC=C(C(=O)[O-])C=C1)(=O)[O-].C(C1=CC=C(C(=O)[O-])C=C1)(=O)[O-].C(C1=CC=C(C(=O)[O-])C=C1)(=O)[O-].[Al+3] terephthalate aluminium